2-((5-Cyclopropylpyrazin-2-yl)oxy)acetic acid ethyl ester C(C)OC(COC1=NC=C(N=C1)C1CC1)=O